C(C)(C)OCCC1=NC(=NN2C1=C(C=C2)C=2C=NC1=NC=CC=C1C2)N (2-isopropoxyethyl)-5-(1,8-naphthyridin-3-yl)pyrrolo[2,1-f][1,2,4]triazin-2-amine